(6aR,10aS)-6,6,9-trimethyl-3-pentyl-6a,7,8,10a-tetrahydro-6H-benzo[c]chromen-1-ol CC1(OC=2C=C(C=C(C2[C@@H]2[C@H]1CCC(=C2)C)O)CCCCC)C